Methyl 5-((1-ethoxy-1-oxobutan-2-yl) oxy)-4-nitrothiophene-2-carboxylate C(C)OC(C(CC)OC1=C(C=C(S1)C(=O)OC)[N+](=O)[O-])=O